COC=1C=C2C(=CNC2=C(C1)C)C(C(=O)Cl)=O 2-(5-methoxy-7-methyl-1H-indol-3-yl)-2-oxoacetyl chloride